C(CCC=CCCCCC)(=O)[O-].[Na+] sodium 4-decenoate